N-(4-((2R,6S)-2,6-dimethylmorpholino)phenyl)-6-((R)-3-phenylisoxazolidin-2-yl)pyrimidin-4-amine C[C@H]1O[C@H](CN(C1)C1=CC=C(C=C1)NC1=NC=NC(=C1)N1OCC[C@@H]1C1=CC=CC=C1)C